2-((1-(2,7-dimethyl-1-oxo-3-(4-(prop-1-yn-1-yl)phenyl)-1,2-dihydroisoquinolin-5-yl)ethyl)amino)benzoic acid CN1C(C2=CC(=CC(=C2C=C1C1=CC=C(C=C1)C#CC)C(C)NC1=C(C(=O)O)C=CC=C1)C)=O